4,8-dimethyl-dodecanoic acid CC(CCC(=O)O)CCCC(CCCC)C